BrC=1C(=NN(C1C1CCCCC1)C)C1CCCCC1 4-Bromo-3,5-dicyclohexyl-1-methyl-1H-pyrazole